C(CCCCCCCCC(=O)N)(=O)N decandiamid